(2-cyano-2-(2-(3,5-dichloro-4-((2-oxo-1,2,3,4-tetrahydroquinolin-7-yl)oxy)phenyl)hydrazino)acetyl)carbamic acid ethyl ester C(C)OC(NC(C(NNC1=CC(=C(C(=C1)Cl)OC1=CC=C2CCC(NC2=C1)=O)Cl)C#N)=O)=O